C1(CC1)C1=CC=C(C=N1)C(=O)NC=1C(=NC=C(C1)C)S(=O)(=O)C 6-cyclopropyl-N-(2-methanesulfonyl-5-methylpyridin-3-yl)pyridine-3-carboxamide